(R)-4-((3-((5-chloro-4-(1H-indol-3-yl)pyrimidin-2-yl)amino)pyrrolidin-1-yl)methyl)piperidine-1-carboxylic acid tert-butyl ester C(C)(C)(C)OC(=O)N1CCC(CC1)CN1C[C@@H](CC1)NC1=NC=C(C(=N1)C1=CNC2=CC=CC=C12)Cl